FC1(C(C2=C(C=CC(=C2C1)OC1CC(C1)C#N)SC(F)(F)F)O)F 3-((2,2-difluoro-1-hydroxy-7-(trifluoromethylsulfanyl)-2,3-dihydro-1H-inden-4-yl)oxy)cyclobutane-1-carbonitrile